(R)-N-(2-(4-Cyanothiazolidin-3-yl)-2-oxoethyl)-6-(2,2-dimethylpyrrolidin-1-yl)quinoline-4-carboxamide C(#N)[C@H]1N(CSC1)C(CNC(=O)C1=CC=NC2=CC=C(C=C12)N1C(CCC1)(C)C)=O